fluoroindan C1CC2=CC=CC=C2C1F